3-[(4-methoxyphenyl)methoxymethyl]-1,5-dimethyl-4-(4,4,5,5-tetramethyl-1,3,2-dioxaborolan-2-yl)pyrazoleTerephthalic Acid Bis(n-Octylamine) Salt C(CCCCCCC)N.C(CCCCCCC)N.COC1=CC=C(C=C1)COCC1(NN(C(=C1B1OC(C(O1)(C)C)(C)C)C)C)C1=CC(=CC=C1C(=O)O)C(=O)O